para-dioxin O1C=COC=C1